NCCCC=1C(=NC=CC1)NC (3-aminopropyl)-N-methylpyridin-2-amine